(7-(3,5-dichlorophenyl)-3-(3-methyl-6-(trifluoromethyl)-3H-imidazo[4,5-b]pyridin-2-yl)pyrazolo[1,5-a]pyrimidin-2-yl)(ethyl)(imino)-λ6-sulfanone ClC=1C=C(C=C(C1)Cl)C1=CC=NC=2N1N=C(C2C2=NC=1C(=NC=C(C1)C(F)(F)F)N2C)S(=O)(=N)CC